N1(CCNCC1)C=1C=C2C=NN(C2=CC1)C1C(NC(CC1)=O)=O 3-(5-(piperazine-1-yl)-1H-indazol-1-yl)piperidine-2,6-dione